O=C1NC(C2=C(C=CC=C12)NC(=O)C12CCC(C3=CC=CC=C13)C2)C2=C(C=CC=C2)C N-(1-Oxo-3-(o-tolyl)isoindolin-4-yl)-1,2,3,4-tetrahydro-1,4-methanonaphthalene-1-carboxamide